CC1=C(C=CC=C1)C=1N=NN(C1)C1=CC=CC2=CC=CC=C12 4-(4-(2-methylphenyl)-1H-1,2,3-triazol-1-yl)naphthalene